P(=O)(OCC1CO1)(OCC1CO1)[O-] bis(2,3-epoxypropyl) phosphate